2-[(2S)-2-amino-3-fluoropropyl]-5-chloro-N-[(furan-2-yl)methyl]-3-methylthieno[3,2-b]pyridin-7-amine dihydrochloride Cl.Cl.N[C@@H](CC1=C(C2=NC(=CC(=C2S1)NCC=1OC=CC1)Cl)C)CF